[W+4](Cl)Cl tungsten(VI) dichloride